COC(=O)C=1N(C=CC1B1OC(C(O1)(C)C)(C)C)C 1-Methyl-3-(4,4,5,5-tetramethyl-1,3,2-dioxaborolan-2-yl)-1H-pyrrole-2-carboxylic acid methyl ester